(1S,2S,4R,5R,6R,7S)-N-(3,4-dichlorophenyl)-7-(pyrimidin-5-yl)-8-oxatricyclo[3.2.1.02,4]octane-6-carboxamide ClC=1C=C(C=CC1Cl)NC(=O)[C@H]1[C@H]2[C@@H]3C[C@@H]3[C@@H]([C@@H]1C=1C=NC=NC1)O2